FC(C1CCN(CC1)C(=O)[O-])(F)F 4-(trifluoromethyl)piperidine-1-carboxylate